Bis(tri-tert-butylphosphine) palladium(0) [Pd].C(C)(C)(C)P(C(C)(C)C)C(C)(C)C.C(C)(C)(C)P(C(C)(C)C)C(C)(C)C